FC1=C(C=CC(=C1C)N1CCC(CC1)C(F)(F)F)NC1=CC=C(CN2CC(CC2=O)C(=O)N)C=C1 (4-((2-fluoro-3-methyl-4-(4-(trifluoromethyl)piperidin-1-yl)phenyl)amino)benzyl)-5-oxopyrrolidine-3-carboxamide